O1C(=CC=C1)C(=O)OC[Si]1(CCCCC1)COC(=O)C=1OC=CC1 silacyclohexane-1,1-diylbis(methylene) bis(furan-2-carboxylate)